C(C)NC(ONC(=O)C=1C=NC(=NC1)N1C(CCC1)C1=CC(=CC=C1)F)=O (2-(2-(3-fluorophenyl) pyrrolidin-1-yl) pyrimidine-5-carboxamido) ethylcarbamate